methyl 4-hydroxy-2-((1-(phenylsulfonyl)-1H-pyrrolo[2,3-b]pyridin-5-yl)oxy)benzoate OC1=CC(=C(C(=O)OC)C=C1)OC=1C=C2C(=NC1)N(C=C2)S(=O)(=O)C2=CC=CC=C2